ClC1=C(C=C2C=C(N=CC2=C1)NC(=O)C1COC(C1)(C)C)N1CCN(CC1)C1(COCC1O)C N-(7-chloro-6-(4-(4-hydroxy-3-methyltetrahydrofuran-3-yl)piperazin-1-yl)isoquinolin-3-yl)-5,5-dimethyltetrahydrofuran-3-carboxamide